N,N-dimethyl-3-phenylbenzylamine CN(C)CC1=CC(=CC=C1)C1=CC=CC=C1